Cl.Cl.FC1=C(C=CC(=C1F)OC)C1=CN=C2N1C=CN=C2NC2=CC(=C(C(=O)NC1C(CCCC1)NC(=O)[C@H]1NC[C@@H](C1)O)C=C2)CC (2S,4R)-N-(2-(4-((3-(2,3-difluoro-4-methoxyphenyl)imidazo[1,2-a]pyrazin-8-yl)amino)-2-ethylbenzamido)cyclohexyl)-4-hydroxypyrrolidine-2-carboxamide dihydrochloride